C(C)(=O)OC=1C(=C(C=C(C(=O)Cl)C1)OC(C)=O)OC(C)=O triacetyl-galloyl chloride